ClC=1C(=CC(=C(C=O)C1)O)OCC=1C(=C(C=CC1)C1=C(C(=CC=C1)OCCCN1CC2C(CC1)OCCC2)C)C 5-chloro-4-((3'-(3-(hexahydro-2H-pyrano[3,2-c]pyridin-6(7H)-yl)propoxy)-2,2'-dimethyl-[1,1'-biphenyl]-3-yl)methoxy)-2-hydroxybenzaldehyde